ClC1=NC=C(C(=N1)NS(=O)(=O)C=1C(=CC=CC1)C1=C(C=CC=C1)COCC)OC N-(2-chloro-5-methoxypyrimidin-4-yl)-2'-(ethoxymethyl)-[1,1'-biphenyl]-2-sulfonamide